Dimethyl-cyclopentoxysilane C[SiH](OC1CCCC1)C